CC=1N=C2N(C=CC(=C2)C2=C(C=CC(=N2)C#N)C2=CN=C(O2)CCC(C(F)(F)F)O)C1 6-(2-Methylimidazo[1,2-a]pyridin-7-yl)-5-(2-(4,4,4-trifluoro-3-hydroxybutyl)oxazol-5-yl)picolinonitril